C(C1=CC=CC=C1)OC(=O)NCCOC1CCC(CC1)OCCCC(=O)NC1CCC(CC1)C(=O)O (1R,4r)-4-(4-(((1r,4R)-4-(2-(((benzyloxy)carbonyl)amino)ethoxy)cyclohexyl)oxy)butanamido)cyclohexane-1-carboxylic acid